CN1N=CC(=C1)CN1C(N(C2=C(C1=O)C=C(S2)S(=O)(=O)NC2(CC2)C)CC2CCNCC2)=O 3-((1-Methyl-1H-pyrazol-4-yl)methyl)-N-(1-methylcyclopropyl)-2,4-dioxo-1-(piperidine-4-ylmethyl)-1,2,3,4-Tetrahydrothieno[2,3-d]pyrimidin-6-sulfonamide